4-[5-(4-Chloro-benzyl)-4H-[1,2,4]triazol-3-yl]-1-(2,2-difluoro-benzo[1,3]dioxol-5-ylmethyl)-piperidine ClC1=CC=C(CC=2NC(=NN2)C2CCN(CC2)CC2=CC3=C(OC(O3)(F)F)C=C2)C=C1